The molecule is a monoterpenoid indole alkaloid that is strychnine in which the hydrogen at position 3 has been replaced by a methoxy group. It is a minor alkaloid from Strychnos nux-vomica. It has a role as a plant metabolite. It is a monoterpenoid indole alkaloid, an organic heteroheptacyclic compound and an aromatic ether. It derives from a strychnine. COC1=CC2=C(C=C1)[C@]34CCN5[C@H]3C[C@@H]6[C@@H]7[C@@H]4N2C(=O)C[C@@H]7OCC=C6C5